S(=O)(=O)(OCCCCCCCCCCCC)[O-].[Na].[NH4+] Ammonium sodium lauryl sulfate